BrCC1=C(C(OC2=CC(=CC=C12)OC1=NC=CC=C1F)=O)CC1=C(C(=CC=C1)NS(NCCOC)(=O)=O)F 4-(bromomethyl)-3-[[2-fluoro-3-(2-methoxyethylsulfamoylamino)phenyl]methyl]-7-[(3-fluoro-2-pyridinyl)oxy]chromen-2-one